methyl 5-(2-(tert-butoxycarbonyl)cyclopropyl)-2-methoxybenzoate C(C)(C)(C)OC(=O)C1C(C1)C=1C=CC(=C(C(=O)OC)C1)OC